C(C)C(CC)(CC(C)C)O 3-Ethyl-5-methyl-hexan-3-ol